trityl-(triphenylmethylium) C(C1=CC=CC=C1)(C1=CC=CC=C1)(C1=CC=CC=C1)C1=C(C=CC=C1)[C+](C1=CC=CC=C1)C1=CC=CC=C1